2'-chloro-N-(5-(5,6-dihydro-4H-pyrrolo[1,2-b]pyrazole-2-carbonyl)-5,6-dihydro-4H-pyrrolo[3,4-d]thiazol-2-yl)-5'-methoxy-6-methyl-[4,4'-bipyridine]-3-carboxamide ClC1=NC=C(C(=C1)C1=C(C=NC(=C1)C)C(=O)NC=1SC2=C(N1)CN(C2)C(=O)C=2C=C1N(N2)CCC1)OC